Cl.O1COC2=C1C=CC=C2CN2[C@H](CCCC2)C(=O)O (2R)-1-(1,3-benzodioxol-4-ylmethyl)piperidine-2-carboxylic acid hydrochloride